Ethyl (R)-4-((dichlorophosphoryl)oxy)-2-methylbutanoate ClP(=O)(Cl)OCC[C@H](C(=O)OCC)C